1-(2'-hydroxyethyl)-2-methylimidazole OCCN1C(=NC=C1)C